1-methyl-1H-benzo[d][1,2,3]triazole-6-carboxamide CN1N=NC2=C1C=C(C=C2)C(=O)N